COCCC1=CC=C(C=C1)CNC 1-(4-(2-methoxyethyl)phenyl)-N-methylmethanamine